2-(Aminomethyl)-5-methyl-N-(1-phenylcyclopropyl)-1H-indole-6-carboxamide NCC=1NC2=CC(=C(C=C2C1)C)C(=O)NC1(CC1)C1=CC=CC=C1